NC1=NC=CC2=CC=C(C=C12)C=1C=C(C=CC1)C#C[C@]1(C(N(CC1)C)=O)O (R)-3-[2-[3-(1-amino-7-isoquinolinyl)phenyl]ethynyl]-3-hydroxy-1-methyl-pyrrolidin-2-one